trifluoroytterbium F[Yb](F)F